ethyldisulfanyl-2-(methylamino)propanoic acid C(C)SSC(C(=O)O)(C)NC